BrC=1C=C(N(C1)C(=O)OC(C)(C)C)C(=O)OC 1-tert-butyl 2-methyl 4-bromo-1H-pyrrole-1,2-dicarboxylate